Dioctadecyl-methyl-ammonium tetrakis(pentafluorophenyl)borate FC1=C(C(=C(C(=C1[B-](C1=C(C(=C(C(=C1F)F)F)F)F)(C1=C(C(=C(C(=C1F)F)F)F)F)C1=C(C(=C(C(=C1F)F)F)F)F)F)F)F)F.C(CCCCCCCCCCCCCCCCC)[NH+](C)CCCCCCCCCCCCCCCCCC